Fmoc-trans-4-Fluoro-L-Proline C(=O)(OCC1C2=CC=CC=C2C2=CC=CC=C12)N1[C@@H](C[C@H](C1)F)C(=O)O